((2-decylaminophenyl)thio)-N-methylbenzamide C(CCCCCCCCC)NC1=C(C=CC=C1)SC1=C(C(=O)NC)C=CC=C1